tetrahydrofolic acid C(CC[C@@H](C(=O)O)NC(=O)C1=CC=C(NCC2CNC=3N=C(N)NC(=O)C3N2)C=C1)(=O)O